5-hydroxymethyl-2-furanaldoxime OCC1=CC=C(O1)C=NO